ClC1=CC=C(C[N+](C)(C)C)C=C1 (4-chlorobenzyl)trimethylammonium